4-(4,4-difluoropiperidin-1-yl)-5-fluoro-7-nitroquinolin-8-ol FC1(CCN(CC1)C1=CC=NC2=C(C(=CC(=C12)F)[N+](=O)[O-])O)F